3-bromo-4-(4-methyl-5-sulfonyl-1,2,4-triazol-3-yl)-benzonitrile BrC=1C=C(C#N)C=CC1C1=NNC(N1C)=S(=O)=O